ClC=1C=C(C=2N(N1)C=C(N2)C)C(=C)C 6-chloro-2-methyl-8-(prop-1-en-2-yl)imidazo[1,2-b]pyridazine